2-(3-Chlorophenyl)-N-[(2S)-1-hydroxypropan-2-yl]-3-oxo-6-[6-(trifluoromethyl)pyridin-3-yl]-2,3-dihydropyridazin-4-carboxamid ClC=1C=C(C=CC1)N1N=C(C=C(C1=O)C(=O)N[C@H](CO)C)C=1C=NC(=CC1)C(F)(F)F